C1(=CC=CC=C1)C=1C=CC=2N(C3=CC=C(C=C3C2C1)C1=CC=CC=C1)C1=CC=C(C=C1)C1=NC2=C3C(=C4C(=C2C=C1)C=CC=C4)C=CC=C3 2-[4-(3,6-diphenyl-9H-carbazol-9-yl)phenyl]dibenzo[f,h]quinoline